C(#N)CCCC(C)C#N 1,4-dicyano-pentane